methyl (3Z)-hex-3-en-1-yl carbonate C(OC)(OCC\C=C/CC)=O